methyl 2-(3-amino-2-methylphenyl)-5-methylthiooxazole-4-carboxylate NC=1C(=C(C=CC1)C=1OC(=C(N1)C(=O)OC)SC)C